1-(8,9-Difluoro-6-oxo-1,2,3,4,5,6-hexahydrophenanthridin-1-yl)-3-(4-fluorophenyl)-1-methylurea FC=1C=C2C(NC=3CCCC(C3C2=CC1F)N(C(=O)NC1=CC=C(C=C1)F)C)=O